CC1=C(C=CC(=C1)C)N1NC2=CC=CC=C2C1=O 2-(2,4-dimethylphenyl)-1H-indazol-3(2H)-one